IC1=C2C=NN(C2=CC=C1N)S(=O)(=O)C1=CC=CC=C1 4-iodo-1-(phenylsulfonyl)-1H-indazol-5-amine